NC1CN(CC1)C1=CC=C(C=C1)NC1=NC=CC(=N1)NC1=NC(=NC=C1)C1=NC(=CC=C1)C N2-[4-(3-aminopyrrolidin-1-yl)phenyl]-N4-[2-(6-methyl-2-pyridyl)pyrimidin-4-yl]pyrimidine-2,4-diamine